2-(5-cyclopropyl-3-((3aS,7aR)-6-methyloctahydro-1H-pyrrolo[2,3-c]pyridin-1-yl)-1,2,4-triazin-6-yl)-5-(trifluoromethyl)phenol C1(CC1)C=1N=C(N=NC1C1=C(C=C(C=C1)C(F)(F)F)O)N1CC[C@H]2[C@@H]1CN(CC2)C